4-(5-ethoxypyridin-2-yl)-N-(5-fluoro-3-methylpyridin-2-yl)thiazol-2-amine C(C)OC=1C=CC(=NC1)C=1N=C(SC1)NC1=NC=C(C=C1C)F